COC=1C=C(C(=O)NC2=CC=C(C=C2)OC2=CC=CC=C2)C=CC1 3-methoxy-N-(4-phenoxyphenyl)benzamide